4-(2,4-difluorophenyl)-N-(phenylsulfonyl)piperazine-1-carboxamide FC1=C(C=CC(=C1)F)N1CCN(CC1)C(=O)NS(=O)(=O)C1=CC=CC=C1